Tetramethyldisilyl-(4-bromo-indenyl)(3-butyl-cyclopentadienyl)zirconium dichloride [Cl-].[Cl-].C[Zr](C1C=C(C=C1)CCCC)(C1C=CC2=C(C=CC=C12)Br)([SiH3])([SiH3])(C)(C)C